6-[8-Chloro-11-[3-(4-chloro-3,5-dimethyl-phenoxy)propyl]-1-oxo-7-(1,3,5-trimethylpyrazol-4-yl)-4,5-dihydro-3H-[1,4]diazepino[1,2-a]indol-2-yl]-1-methyl-Benzotriazole-4-Carboxylic Acid ClC=1C=CC=2C(=C3N(C2C1C=1C(=NN(C1C)C)C)CCCN(C3=O)C=3C=C(C1=C(N(N=N1)C)C3)C(=O)O)CCCOC3=CC(=C(C(=C3)C)Cl)C